5-(1-benzofuran-3-yl)-3-methyl-2-[2-methyl-2-(oxan-2-yloxy)propoxy]pyrazine O1C=C(C2=C1C=CC=C2)C=2N=C(C(=NC2)OCC(C)(OC2OCCCC2)C)C